9-isopropyl-9H-carbazole-3-carboxamide C(C)(C)N1C2=CC=CC=C2C=2C=C(C=CC12)C(=O)N